(S)-(1-hydroxypent-4-en-2-yl)carbamic acid tert-butyl ester C(C)(C)(C)OC(N[C@H](CO)CC=C)=O